CC(C)(C)OC(=O)NCCOCCO tert-Butyl N-[2-(2-hydroxyethoxy)ethyl]carbamate